1,4-bis((3-ethyl-3-oxetanyl)methoxymethyl)benzene C(C)C1(COC1)COCC1=CC=C(C=C1)COCC1(COC1)CC